BrC1=CC(=C(C(=O)N[C@H]2[C@H]3CC[C@@H](C2)N3C#N)C=C1OCC(C)C)Cl 4-bromo-2-chloro-N-((1R,2R,4S)-7-cyano-7-azabicyclo[2.2.1]heptan-2-yl)-5-isobutoxybenzamide